1-((S)-3-(dimethylamino)-3-(thiophen-3-yl)propyl)-3-((S)-1,2,3,4-tetrahydronaphthalen-2-yl)urea CN([C@@H](CCNC(=O)N[C@@H]1CC2=CC=CC=C2CC1)C1=CSC=C1)C